FC1=CC(=CC2=C1N=C(O2)C)NC(=O)C=2N=CC(=NC2)N2CC(C2)CN(C(OC(C)(C)C)=O)C(C)C tert-butyl ((1-(5-((4-fluoro-2-methylbenzo[d]oxazol-6-yl)carbamoyl)pyrazin-2-yl)azetidin-3-yl)methyl)(isopropyl)carbamate